6-phenyl-triazine C1(=CC=CC=C1)C1=CC=NN=N1